ethyl 2-[5'-fluoro-1'-methyl-7-(methylsulfanyl)-[4,6'-biindazol]-1-yl]acetate FC=1C=C2C=NN(C2=CC1C=1C=2C=NN(C2C(=CC1)SC)CC(=O)OCC)C